6,7-dihydro-2H-pyrido[2,1-a]Isoquinoline-3-carboxylic acid C=1CC(=CN2C1C1=CC=CC=C1CC2)C(=O)O